C(C)(C)(C)NS(=O)(=O)C=1C=C(C=CC1C1=CN=C(S1)C1=CC=C(C=C1)NC(=S)NC(C)C)NC(OC1=CC=C(C=C1)[N+](=O)[O-])=O 4-nitrophenyl (3-(N-(tert-butyl)sulfamoyl)-4-(2-(4-(3-isopropylthioureido)phenyl)thiazol-5-yl)phenyl)carbamate